(4R)-4-((1R,4S,7aR)-7a-methyl-4-((triethylsilyl)oxy)octahydro-1H-inden-1-yl)pentanol C[C@@]12CCC[C@@H](C2CC[C@@H]1[C@@H](CCCO)C)O[Si](CC)(CC)CC